ClC=1C(=C(C=CC1)C1=C(C(=C(C=C1)C1=C(C=C(C=C1)C#N)O)F)F)O 3''-chloro-2',3'-difluoro-2,2''-dihydroxy-[1,1':4',1''-terphenyl]-4-carbonitrile